FC1=CC=C(C=C1)N1C(=C(C2=C1C=C1C=NNC1=C2)C2=C(C(=O)O)C=CC=C2)C(F)(F)F [5-(4-fluorophenyl)-6-(trifluoromethyl)-1H-pyrrolo[2,3-f]indazol-7-yl]benzoic acid